C(CCCCCC)N(C(OCCCCCCCC)=O)CCCCCCC octyl N,N-diheptylcarbamate